C(C)(=O)OI(C1=C(C=C(C=C1C)C)C)OC(C)=O mesityl-λ3-iodanediyl diacetate